(R)-tert-butyl 2-((4-methyl-3-((1-(naphthalen-1-yl)cyclopropyl) carbamoyl)phenoxy)methyl)azetidine-1-carboxylate CC1=C(C=C(OC[C@@H]2N(CC2)C(=O)OC(C)(C)C)C=C1)C(NC1(CC1)C1=CC=CC2=CC=CC=C12)=O